N(=[N+]=[N-])C1=CC=C(C=C1)C(CBr)=O 1-(4-azidophenyl)-2-bromoethane-1-one